3'-deoxy-thymidine [C@@H]1(CC[C@@H](CO)O1)N1C(=O)NC(=O)C(C)=C1